5,6-dimethoxynaphthol COC1=C2C=CC=C(C2=CC=C1OC)O